[C@H]12CN(C[C@H](CC1)N2)C=2C1=C(N=C(N2)OC[C@H]2N(CCC2)C)C(=C(N=C1)C1=CC=CC2=CC=CC(=C12)C=C)F (1R,5S)-3,8-diazabicyclo[3.2.1]octan-3-yl-8-fluoro-2-(((S)-1-methylpyrrolidin-2-yl)methoxy)-7-(8-vinylnaphthalen-1-yl)-pyrido[4,3-d]pyrimidine